ClC1=C(OCCCCCOCCCOCC(=O)OC(C)(C)C)C(=CC(=C1)C(C)(C)C1=CC=C(C=C1)OCC1=NC(=NC=C1)NS(=O)(=O)C)C#N tert-butyl 2-(3-(5-(2-chloro-6-cyano-4-(1-(4-((2-(methanesulfonamido)pyrimidin-4-yl)methoxy)phenyl)-1-methyl-ethyl)phenoxy)pentoxy) propoxy)acetate